OC1=C(C(/C=C/C2CC(=CC=C2)C(C=CC)C)=O)C=CC(=C1)O 2',4'-dihydroxy-3-(methyl-2-butene-1-yl)dihydrochalcone